C(C)(C)(C)C=1C(=C(C=C(C1)C)N1N=C2C(=N1)C=CC(=C2)Cl)O 2-(3-t-butyl-5-methyl-2-hydroxyphenyl)-5-chlorobenzotriazole